FC(C1=CC2=C(C=NNC2=O)N1)(F)F 2-(trifluoromethyl)-1,5-dihydro-4H-pyrrolo[2,3-d]pyridazin-4-one